7-(4,4,5,5-tetramethyl-1,3,2-dioxaborolan-2-yl)indolin-2-one CC1(OB(OC1(C)C)C=1C=CC=C2CC(NC12)=O)C